1-(4-IODOBENZOYL)-5-METHOXY-2-METHYL-INDOLE IC1=CC=C(C(=O)N2C(=CC3=CC(=CC=C23)OC)C)C=C1